(3R)-1-[3-[2-(8-chloro-4-oxo-chromen-2-yl)-5-(trifluoromethyl)phenoxy]propyl]-N-methylsulfonyl-pyrrolidine-3-carboxamide ClC=1C=CC=C2C(C=C(OC12)C1=C(OCCCN2C[C@@H](CC2)C(=O)NS(=O)(=O)C)C=C(C=C1)C(F)(F)F)=O